CS(=O)(=O)NC=1C=C(C=CC1)NC(C1=CC=C(C=C1)OCC1=NC2=CC=CC=C2C=C1)=O N-(3-(methylsulfonamido)phenyl)-4-(quinolin-2-ylmethoxy)benzamide